CC(C(C(=O)N)N1C(N2C(COCC2)C1)=O)C 3-methyl-2-(3-oxo-5,6,8,8a-tetrahydro-1H-imidazo[5,1-c][1,4]oxazin-2-yl)butanamide